F\C(\C(=O)N1[C@H](CN(CC1)C1=NC(=NC2=C(C(=CC=C12)C1=C(C=CC=C1O)F)F)OC[C@H]1N(CCC1)C)CC#N)=C/C1=NC=CC=N1 2-((2S)-1-((Z)-2-fluoro-3-(pyrimidin-2-yl)acryloyl)-4-(8-fluoro-7-(2-fluoro-6-hydroxyphenyl)-2-(((S)-1-methylpyrrolidin-2-yl)methoxy)quinazolin-4-yl)piperazin-2-yl)acetonitrile